(R)-(3-Aminopiperidin-1-yl)(2-(1-ethyl-1H-indol-2-yl)-7-(2-hydroxyethoxy)-1-methyl-1H-benzo[d]imidazol-5-yl)methanon N[C@H]1CN(CCC1)C(=O)C1=CC2=C(N(C(=N2)C=2N(C3=CC=CC=C3C2)CC)C)C(=C1)OCCO